C(C)(C)(C)OC(=O)NC1(CCOCC1)C(=O)O 4-(tert-butoxycarbonylamino)tetrahydropyran-4-carboxylic acid